(S)-6-(tert-butyl)-2-cyclopropyl-3-(3-methoxypropoxy)-10-oxo-6,10-dihydro-5H-pyrido[1,2-h][1,7]naphthyridine-9-carboxylic acid C(C)(C)(C)[C@@H]1CC=2C=C(C(=NC2C=2N1C=C(C(C2)=O)C(=O)O)C2CC2)OCCCOC